(R)-N-(8-chloroisoquinolin-1-yl)-2-fluoro-4-(4-methyl-1H-1,2,3-triazol-1-yl)-N-(piperidin-3-yl)benzamide ClC=1C=CC=C2C=CN=C(C12)N(C(C1=C(C=C(C=C1)N1N=NC(=C1)C)F)=O)[C@H]1CNCCC1